[O-2].[O-2].[Ti+4].[Ce+3] cerium-titanium dioxide